FC1=C(C(=O)O)C=CC=C1OCCF 2-fluoro-3-(2-fluoroethoxy)benzoic acid